ClC1=CC=C2C(=C1)NC(C21N(C(C=2N=C(N(C21)C(C)C)C=2C=NC(=CC2OC)OCC)=O)C=2C(=NC=C(C2)Cl)C)=O 6-chloro-5'-(5-chloro-2-methylpyridin-3-yl)-2'-(6-ethoxy-4-methoxypyridin-3-yl)-3'-isopropyl-3'H-spiro[indoline-3,4'-pyrrolo[3,4-d]imidazole]-2,6'(5'H)-dione